3-((3-(N-cyclopropylaminosulfonyl)-7-(2,4-dimethoxypyrimidin-5-yl)-5-fluoroquinolin-4-yl)amino)-5-(3,5-difluorophenoxy)-1H-tetrazol-5-ylbenzene C1(CC1)NS(=O)(=O)C=1C=NC2=CC(=CC(=C2C1NN1NNC(N1)(OC1=CC(=CC(=C1)F)F)C1=CC=CC=C1)F)C=1C(=NC(=NC1)OC)OC